5-(1-phenylcyclopropyl)-1H-imidazole-2-carboxylic acid ethyl ester C(C)OC(=O)C=1NC(=CN1)C1(CC1)C1=CC=CC=C1